C(C)NC1=NC(=NC(=N1)SC)NC(C#N)(C)C 2-(4-ethylamino-6-methylsulfanyl-1,3,5-triazin-2-ylamino)-2-methylpropanenitrile